BrC=1C(=C(C2=C(C=C(O2)CNC(=O)OC(C)(C)C)C1)C(=O)OCC)C ethyl 5-bromo-2-(((tert-butoxycarbonyl)amino)methyl)-6-methylbenzofuran-7-carboxylate